C[Te]C methyl telluride